tert-butyl (5-(2-bromoacetyl)-4-methylthiazol-2-yl)carbamate BrCC(=O)C1=C(N=C(S1)NC(OC(C)(C)C)=O)C